N4-(5-methoxy-4-(3-(pyrrolidin-1-yl)propoxy)pyridin-2-yl)-N6-methylpyrimidine-4,6-diamine COC=1C(=CC(=NC1)NC1=NC=NC(=C1)NC)OCCCN1CCCC1